ClC1=CC(=NC(=C1)N1CCOCCC1C)C(=O)NC1=CC(=C(C(=O)O)C=C1)C 4-(4-Chloro-6-(5-methyl-1,4-oxazepan-4-yl)picolinamido)-2-methylbenzoic acid